2-(4-chlorostyryl)quinoline 2-ethylhexyl-3-[(5-chloro-4-oxo-3H-quinazolin-6-yl)sulfanyl]propanoate C(C)C(COC(CCSC=1C(=C2C(NC=NC2=CC1)=O)Cl)=O)CCCC.ClC1=CC=C(C=CC2=NC3=CC=CC=C3C=C2)C=C1